FC=1C=C(C=C(C1)S(=O)(=O)C(F)(F)F)CC1CC2(CN(C2)C(=O)N2CC3(C2)NC(COC3)=O)C1 2-[6-[[3-fluoro-5-(trifluoromethylsulfonyl)phenyl]methyl]-2-azaspiro[3.3]heptane-2-carbonyl]-8-oxa-2,5-diazaspiro[3.5]nonan-6-one